(2S)-2-amino-3-(((2-((1-(6-nitrobenzo[d][1,3]dioxol-5-yl)ethyl)thio)ethoxy)carbonyl)amino)propanoic acid N[C@H](C(=O)O)CNC(=O)OCCSC(C)C1=CC2=C(OCO2)C=C1[N+](=O)[O-]